4-[(2-chloro-6-fluorobenzyl)oxy]benzylmalonate ClC1=C(COC2=CC=C(CC(C(=O)[O-])C(=O)[O-])C=C2)C(=CC=C1)F